CS(=O)(=O)CCN1N=C(C=C1)C1=NC(=NO1)C1(CC1)C1=C(C=CC=C1)C 5-(1-(2-(methylsulfonyl)ethyl)-1H-pyrazol-3-yl)-3-(1-(o-tolyl)cyclopropyl)-1,2,4-oxadiazole